The molecule is an organic cation obtained by protonation of the endocyclic tertiary amino group of palonosetron. It is an ammonium ion derivative and an organic cation. It is a conjugate acid of a palonosetron. C1C[C@@H]2CN(C(=O)C3=CC=CC(=C23)C1)[C@@H]4C[NH+]5CCC4CC5